OC(=O)C(F)(F)F.NC[C@H]1N2C(N([C@H](C=C1C)C2)O[C@H](C(=O)OCC)F)=O ethyl (2S)-2-[[(2S,5R)-2-(aminomethyl)-3-methyl-7-oxo-1,6-diazabicyclo-[3.2.1]oct-3-en-6-yl]oxy]-2-fluoro-acetate TFA salt